CC=1C=C(C(=O)C2=CC(=CC=C2)C)C=CC1OC 3,3'-dimethyl-4-methoxy-benzophenone